([1,1'-biphenyl]-4-yl)-N-(2-(dimethylamino)ethyl)-5-(2-nitrophenyl)oxazole-4-carboxamide C1(=CC=C(C=C1)C=1OC(=C(N1)C(=O)NCCN(C)C)C1=C(C=CC=C1)[N+](=O)[O-])C1=CC=CC=C1